N1-(1-benzyl-6-(3,5-dimethylisoxazol-4-yl)-1H-imidazo[4,5-b]pyridin-2-yl)cyclohexane-1,4-diamine C(C1=CC=CC=C1)N1C(=NC2=NC=C(C=C21)C=2C(=NOC2C)C)NC2CCC(CC2)N